S(=O)(=O)(O)[O-].N1=NC(=CC=C1)C1=CN=[N+](C=C1)CCC(=O)N 3-(4-pyridazin-3-ylpyridazin-1-ium-1-yl)propionamide hydrogensulfate